N-(5-chloro-4-(4-chloroindolin-1-yl)pyrimidin-2-yl)-6-methoxy-2-methyl-1,2,3,4-tetrahydroisoquinolin-7-amine ClC=1C(=NC(=NC1)NC1=C(C=C2CCN(CC2=C1)C)OC)N1CCC2=C(C=CC=C12)Cl